FC(C=1OC(=CC1C(=O)NC1=NC(=NS1)CC(C)N1CCOCC1)C1=CC(=CC=C1)C#N)(F)F 2-(Trifluoromethyl)-5-(3-cyanophenyl)-N-(3-(2-morpholinopropyl)-1,2,4-thiadiazol-5-yl)furan-3-Formamide